ClC=1C(=C2C(=NC1)NC=C2C(=O)C2=CC=C(C=C2)OC2=C(C=CC=C2)F)N[C@H]2CO[C@@H](CC2)CO (5-chloro-4-(((3R,6S)-6-(hydroxymethyl)tetrahydro-2H-pyran-3-yl)amino)-1H-pyrrolo[2,3-b]pyridin-3-yl)(4-(2-fluorophenoxy)phenyl)methanone